tantalum lithium niobium [Nb].[Li].[Ta]